BrC=1C=C(C=CC1)C(O)C1CC1 (3-bromophenyl)(cyclopropyl)methanol